N-(dibenzo[b,d]furan-4-yl)-4-iodo-2-(6-azaspiro[2.5]oct-6-yl)benzamide C1=CC=C(C=2OC3=C(C21)C=CC=C3)NC(C3=C(C=C(C=C3)I)N3CCC2(CC2)CC3)=O